CC=1N=CC=NC1C 5,6-dimethyl-pyrazine